(1H)-carbazolone hydrochloride Cl.C1(C=CC=C2C3=CC=CC=C3N=C12)=O